tert-butyl 3-{3-[(tert-butoxycarbonyl)(methyl)amino]-1-hydroxypropyl}-2-oxopyrrolidine-1-carboxylate C(C)(C)(C)OC(=O)N(CCC(O)C1C(N(CC1)C(=O)OC(C)(C)C)=O)C